CN1CC(C1)(C)C(C=1C=C(C=CC1)C(C)=O)(C1=CC=C(C=C1)OC(F)(F)F)O 1-{3-[(1,3-Dimethyl-azetidin-3-yl)-hydroxy-(4-trifluoromethoxy-phenyl)-methyl]-phenyl}-ethanone